FC(C1=CC=C(CN2C=CC3=CC=CC(=C23)C(=O)NC2(CC2)C23CCC(CC2)(CC3)C(=O)O)C=C1)(F)F 4-(1-(1-(4-(trifluoromethyl)benzyl)-1H-indole-7-carboxamido)cyclopropyl)bicyclo[2.2.2]octane-1-carboxylic Acid